bis(3,4-epoxycyclohexylmethyl)-4,5-epoxytetrahydrophthalate C1(CC2C(CC1)O2)CC2(C(C(=O)[O-])(C=C1C(C2)O1)CC1CC2C(CC1)O2)C(=O)[O-]